11-tetradecadienyl acetate CCCC(CCCCCC/C=C/C=C)OC(=O)C